COC(=O)C1=CC(=CC(=C1)Br)C(=O)OC.C(=O)C1=CC=C(C=C1)C=1N=C(N(N1)C1=CC=C(C=C1)OC(F)(F)F)CCNS(=O)=O N-[5-(4-formylphenyl)-2-[4-(trifluoromethoxy)phenyl]-1,2,4-triazol-3-yl]ethylsulfonamide dimethyl-5-bromo-benzene-1,3-dicarboxylate